CS(=O)(=O)C=1C=CC=C(C1)N1CCN(CC1)C(=O)C1=CC=CC=C1 [4-[5-(Methylsulfonyl)-phenyl]piperazin-1-yl]-(phenyl)methanone